2-(2-butoxy-1-methyl-ethoxy)-2,4,4-trimethyl-pentane C(CCC)OCC(OC(C)(CC(C)(C)C)C)C